3-(5-(4-(((1s,4s)-4-((3-amino-6-(2-hydroxyphenyl)pyridazin-4-yl)ethynyl)cyclohexyl)methyl)piperazin-1-yl)-1-oxoisoindol-2-yl)piperidine-2,6-dione NC=1N=NC(=CC1C#CC1CCC(CC1)CN1CCN(CC1)C=1C=C2CN(C(C2=CC1)=O)C1C(NC(CC1)=O)=O)C1=C(C=CC=C1)O